2-methoxyphenyl-dihydropyrimidine-2,4(1H,3H)-dione trifluoroacetate FC(C(=O)O)(F)F.COC1=C(C=CC=C1)N1C(NC(CC1)=O)=O